2-ethoxy-2-methyltetrahydrofuran C(C)OC1(OCCC1)C